[C@H]12CN(C[C@H](CC1)N2)C=2C1=C(N=C(N2)OC[C@]23CCCN3C[C@@H](C2)F)N(CC=C1)C1=C2C=NNC2=CC2=C1C(=C(C=C2)F)C#C 4-((1R,5S)-3,8-diazabicyclo[3.2.1]octan-3-yl)-8-(5-ethynyl-6-fluoro-1H-benzo[f]indazol-4-yl)-2-(((2R,7aS)-2-fluorotetrahydro-1H-pyrrolizin-7a(5H)-yl)methoxy)pyrido[2,3-d]pyrimidine